N-(2-(2-(2-(2-aminoethoxy)ethoxy)ethoxy)ethyl)-2-((2-(2,6-dioxopiperidin-3-yl)-1,3-dioxoisoindolin-4-yl)oxy)acetamide NCCOCCOCCOCCNC(COC1=C2C(N(C(C2=CC=C1)=O)C1C(NC(CC1)=O)=O)=O)=O